CC(CS(=O)(=O)O)C 2-methyl-1-propanesulphonic acid